C(C)C=1C=C(C=CC1C(=O)N1CCN(CC1)C(=O)C1(CCNCC1)O)NC(=O)C=1N(C(=CN1)C=1C(=NN(C1)CC=1C=NC=CC1)C(F)(F)F)C N-[3-ethyl-4-[4-(4-hydroxypiperidine-4-carbonyl)piperazine-1-carbonyl]phenyl]-1-methyl-5-[1-(pyridin-3-ylmethyl)-3-(trifluoromethyl)pyrazol-4-yl]imidazole-2-carboxamide